N-((1S,3R)-3-(4-((S)-1-(benzyloxy)ethyl)oxazol-2-yl)-3-(3-bromo-4-fluorobenzyl)cyclopentyl)methanesulfonamide C(C1=CC=CC=C1)O[C@@H](C)C=1N=C(OC1)[C@@]1(C[C@H](CC1)NS(=O)(=O)C)CC1=CC(=C(C=C1)F)Br